3-[7-(4-piperidyl)-2,3-dihydro-1,4-benzoxazin-4-yl]piperidine-2,6-dione N1CCC(CC1)C1=CC2=C(N(CCO2)C2C(NC(CC2)=O)=O)C=C1